CN1C[C@@H]2[C@H](C1)CC(C2)C=2SC1=C(N2)C=C(C=C1)B(O)O (2-((3aR,5s,6aS)-2-methyloctahydrocyclopenta[c]Pyrrol-5-yl)benzo[d]thiazol-5-yl)boronic acid